Dimethylsilyl-bis(tetramethylcyclopentadienyl)2-(dimethylamino)benzyl-titanium (III) C[SiH](C)C(C1=C(C=CC=C1)N(C)C)[Ti](C1(C(=C(C(=C1)C)C)C)C)C1(C(=C(C(=C1)C)C)C)C